3'-(aminomethyl)-5-(2-azaspiro[3.4]octane-2-yl)-[1,1'-biphenyl] NCC=1C=C(C=CC1)C1=CC=CC(=C1)N1CC2(C1)CCCC2